N-(6-aminohexyl)-3-methoxy-4-((5-nitro-1H-indol-3-yl)methyl)benzamide NCCCCCCNC(C1=CC(=C(C=C1)CC1=CNC2=CC=C(C=C12)[N+](=O)[O-])OC)=O